1-(3-((4-((3,4-dichloro-2-fluorophenyl)amino)-7-methoxy-5-nitroquinazolin-6-yl)oxy)piperidin-1-yl)prop-2-en-1-one ClC=1C(=C(C=CC1Cl)NC1=NC=NC2=CC(=C(C(=C12)[N+](=O)[O-])OC1CN(CCC1)C(C=C)=O)OC)F